CS(=O)(=O)C(C=1C=C2C=C(NC2=CC1)C=1C(NC2=CC=CC=C2C1)=O)N1CCCCC1 3-[5-(methylsulfonylpiperidinylmethyl)-indolyl]-quinolone